C1(=CC=C(C=C1)C(=O)SC(=O)C1=CC=C(C=C1)C)C bis-(p-toluoyl) sulfide